O[C@H]1CN(CC[C@H]1NC1=NC=C(C=C1)C(F)(F)F)S(=O)(=O)C1=CC=C(C=C1)C1=CC(=NC=C1)N1C(CN(CC1)C(=O)OC(C)(C)C)=O tertbutyl 4-(4-(4-(((3S,4R)-3-hydroxy-4-((5-(trifluoromethyl)pyridin-2-yl)amino)piperidin-1-yl)sulfonyl)phenyl)pyridin-2-yl)-3-oxopiperazine-1-carboxylate